FC(CC[C@@H](C(C(=O)NC)=O)NC(=O)C1N(CC2(CCC2)C1)C([C@H](C(C)(C)C)NC(OC)=O)=O)(C)F Methyl ((2S)-1-(7-(((S)-6,6-difluoro-1-(methylamino)-1,2-dioxoheptan-3-yl)carbamoyl)-6-azaspiro[3.4]octan-6-yl)-3,3-dimethyl-1-oxobutan-2-yl)carbamate